ClC1=C(C(=CC=C1)F)C1=NOC(=C1CO[C@H]1[C@@H]2CN([C@H](C1)C2)C=2SC1=C(N2)C(=CC(=C1)C(=O)O)[C@H]1COCC1)C1CC1 2-((1S,4S,5R)-5-((3-(2-chloro-6-fluorophenyl)-5-cyclopropylisoxazol-4-yl)methoxy)-2-azabicyclo[2.2.1]heptan-2-yl)-4-((S)-tetrahydrofuran-3-yl)benzo[d]thiazole-6-carboxylic acid